O=C1N(CCC(N1)=O)C1=CN=C2N1C=CC=C2C#CC2CCN(CC2)CC2CCC(CC2)NC(OC(C)(C)C)=O tert-butyl N-[4-[[4-[2-[3-(2,4-dioxohexahydropyrimidin-1-yl)imidazo[1,2-a]pyridin-8-yl]ethynyl]-1-piperidyl]methyl]cyclohexyl]carbamate